3,3-difluoro-dihydro-2H-pyran-2,6(3H)-dione FC1(C(OC(CC1)=O)=O)F